ClC1=CC=C(C(=N1)C(=O)O)N[C@H](C)C1=NC(=CC(=C1)C)N1C(OC[C@@H]1CC=1C=2N(C=CC1)C=CN2)=O 6-Chloro-3-(((R)-1-(6-((S)-4-(imidazo[1,2-a]pyridin-8-ylmethyl)-2-oxooxazolidin-3-yl)-4-methylpyridin-2-yl)ethyl)amino)picolinic acid